C(COCCN)N 3-oxa-1,5-pentylenediamine